C(C)(C)(C)OC(NC1=CSC(=C1)C)=O (5-Methylthiophen-3-yl)carbamic acid tert-butyl ester